((4'-((2-(2-hydroxyprop-2-yl)-1H-imidazol-1-yl)methyl)-5-propyl-[1,1'-biphenyl]-2-yl)sulfonyl)carbamic acid methyl ester COC(NS(=O)(=O)C1=C(C=C(C=C1)CCC)C1=CC=C(C=C1)CN1C(=NC=C1)C(C)(C)O)=O